(M)-1-(6-(4-(5-chloro-1,6-dimethyl-1H-indazol-7-yl)-3-methyl-7-(2-propanyl)-5,6,7,8-tetrahydro-1,7-naphthyridin-2-yl)-2,6-diazaspiro[3.4]octan-2-yl)-2-propen-1-one ClC=1C=C2C=NN(C2=C(C1C)C1=C(C(=NC=2CN(CCC12)C(C)C)N1CC2(CN(C2)C(C=C)=O)CC1)C)C